N1(CCCC2=CC=CC=C12)C1CCC=2C(=NC(=NC2C1)OCC1N(CCC1)C)N1CCN(CC1)C(C=CCN(C)C)=O 1-(4-(7-(3,4-dihydroquinolin-1(2H)-yl)-2-((1-methylpyrrolidin-2-yl)methoxy)-5,6,7,8-tetrahydroquinazolin-4-yl)piperazin-1-yl)-4-(dimethylamino)but-2-en-1-one